COC1=NC=C(C(=N1)OC)C=1C=C(C=2N(N1)C=CN2)[C@@H]2[C@H](C2)C2=CC=C1C(=NN(C1=C2)CC(F)(F)F)C#N 6-((1S,2S)-2-(6-(2,4-dimethoxypyrimidin-5-yl)imidazo[1,2-b]pyridazin-8-yl)cyclopropyl)-1-(2,2,2-trifluoroethyl)-1H-indazole-3-carbonitrile